O1COC2=C1C=CC(=C2)NS(=O)(=O)C=2C=C(C(=O)NC1=CC=C(C=C1)OC)C=CC2 3-(N-(benzo[d][1,3]dioxol-5-yl)sulfamoyl)-N-(4-methoxyphenyl)benzamide